tert-butyl (2s,5r)-4-(1-(4-(methoxycarbonyl) phenyl) ethyl)-2,5-dimethylpiperazine-1-carboxylate COC(=O)C1=CC=C(C=C1)C(C)N1C[C@@H](N(C[C@H]1C)C(=O)OC(C)(C)C)C